4-amino-1-beta-D-ribofuranosyl-1,3,5-triazin-2(1H)-one NC1=NC(N(C=N1)[C@H]1[C@H](O)[C@H](O)[C@H](O1)CO)=O